N-(2-Chloro-3-{(4S)-2-imino-4-methyl-1-[(2R*,4R*)-2-methyl-tetrahydropyran-4-yl]-6-oxo-hexahydropyrimidin-4-yl}phenyl)-5-(trifluoromethyl)pyridazine-3-carboxamide hydrochloride Cl.ClC1=C(C=CC=C1[C@]1(NC(N(C(C1)=O)[C@H]1C[C@H](OCC1)C)=N)C)NC(=O)C=1N=NC=C(C1)C(F)(F)F |o1:15,17|